N1N=CC(=C1)C1=NN(C=2C1=NC(=CC2)OCCOCCOCCO)C2OCCCC2 2-[2-[2-[3-(1H-pyrazol-4-yl)-1-tetrahydropyran-2-yl-pyrazolo[4,3-b]pyridin-5-yl]oxyethoxy]ethoxy]ethanol